FC1=C(C(=CC2=C1C[C@@H](CS2)NCCC2=CC=CC=C2)O)N2CC(N[SH2]2=O)=O 5-{(3S)-5-fluoro-7-hydroxy-3-[(2-phenylethyl)amino]-3,4-dihydro-2H-1-benzothiopyran-6-yl}-1λ6,2,5-thiadiazolidine-1,3-dione